(1R,2S)-7-chloro-2,3-dihydro-1H-inden ClC=1C=CC=C2CCCC12